N,N1-Bis-(3,4-dimethoxyphenyl)-6-morpholine-4-yl-[1,3,5]triazine-2,4-diamine COC=1C=C(C=CC1OC)NC1N(C(=NC(=N1)N)N1CCOCC1)C1=CC(=C(C=C1)OC)OC